[4-(6-amino-5-chloro-pyrimidin-4-yl)oxy-3-fluoro-phenyl]-1-(3-ethyl-2-pyridinyl)-5-(trifluoromethyl)pyrazole-4-carboxamide NC1=C(C(=NC=N1)OC1=C(C=C(C=C1)C1=NN(C(=C1C(=O)N)C(F)(F)F)C1=NC=CC=C1CC)F)Cl